5-(((5-fluoro-2,3-dihydrobenzofuran-4-yl)methyl)amino)imidazo[1,2-c]pyrimidine-2-carbohydrazide FC=1C=CC2=C(CCO2)C1CNC1=NC=CC=2N1C=C(N2)C(=O)NN